Pyridyl-imidazole N1=C(C=CC=C1)C=1NC=CN1